CC1=NN=C2N1C=C(C=C2)C=2N=C1N(C=C(N=C1)N1CCOCC1)C2NC2=CC=C(C=C2)C(F)(F)F 2-(3-methyl-[1,2,4]triazolo[4,3-a]pyridin-6-yl)-6-morpholino-N-(4-(trifluoromethyl)phenyl)imidazo[1,2-a]pyrazin-3-amine